1-(2-(Azetidin-1-yl)pyrimidin-5-yl)cyclopropanol N1(CCC1)C1=NC=C(C=N1)C1(CC1)O